(S)-2-(6-(4,4,5,5-tetramethyl-1,3,2-dioxaborolan-2-yl)isoChroman-8-yl)pyrrolidine-1-carboxylate CC1(OB(OC1(C)C)C=1C=C2CCOCC2=C(C1)[C@H]1N(CCC1)C(=O)[O-])C